4-(3-hydroxy-2-(pyridin-2-yl)-4,5,6,7-tetrahydro-2H-indazol-5-yl)piperazine-1-carboxylic acid tert-butyl ester C(C)(C)(C)OC(=O)N1CCN(CC1)C1CC2=C(N(N=C2CC1)C1=NC=CC=C1)O